3-bromo-N-((5-(1-methyl-4-(trifluoromethyl)-1H-imidazol-2-yl)pyridin-2-yl)methyl)-1H-1,2,4-triazol-5-amine BrC1=NNC(=N1)NCC1=NC=C(C=C1)C=1N(C=C(N1)C(F)(F)F)C